NC1CCC(CC1)CC1CCC(CC1)N Bis(4-aminocyclohexyl)methan